2-amino-4-[6-chloro-8-fluoro-2-[[(2R)-1-methylpyrrolidin-2-yl]methoxy]quinazolin-7-yl]-7-fluoro-benzothiophene-3-carbonitrile NC=1SC2=C(C1C#N)C(=CC=C2F)C2=C(C=C1C=NC(=NC1=C2F)OC[C@@H]2N(CCC2)C)Cl